5-(2-phenyl-pyrazolo[1,5-a]pyridin-3-yl)-1H-pyrazolo[3,4-c]pyridazin-3-ol C1(=CC=CC=C1)C1=NN2C(C=CC=C2)=C1C=1C=C2C(=NN1)NN=C2O